CN1C(N(C2=C1C=NC=1C=CC(=NC21)C=2C=NC(=CC2)C)C2CCNCC2)=O 3-methyl-8-(6-methyl-3-pyridyl)-1-(4-piperidyl)imidazo[4,5-c][1,5]naphthyridin-2-one